CN(C1=CC=C(C=C1)C(=C)C1=CC=CC=C1)C 1-[4-(dimethylamino)phenyl]-1-phenylethene